indium molybdenum zinc oxide [O-2].[Zn+2].[Mo+4].[In+3]